4-{[(1R)-1-[3-amino-5-(trifluoromethyl)phenyl]ethyl]amino}thieno[2,3-d]pyrimidine-6-carboxylic acid NC=1C=C(C=C(C1)C(F)(F)F)[C@@H](C)NC=1C2=C(N=CN1)SC(=C2)C(=O)O